(S)-2-amino-5-(4-chlorophenyl)-4-oxo-4,5-dihydrofuran-3-yl-5-d butane-1-sulfonate C(CCC)S(=O)(=O)OC1=C(O[C@@](C1=O)([2H])C1=CC=C(C=C1)Cl)N